F[P-](F)(F)(F)(F)F.CN(C(N(C)C)=S)C tetramethylthiourea Hexafluorophosphate